(S)-8-methoxy-1-methyl-2,3-dihydro-1H-pyrrolo[3,4-c]quinoline-7-carbonitrile COC1=CC=2C3=C(C=NC2C=C1C#N)CN[C@H]3C